(R)-6-((3-hydroxyazetidin-1-yl)methyl)-2-(3-(1-(4-methyl-4H-1,2,4-triazol-3-yl)propan-2-yl)phenyl)-4-(trifluoromethyl)isoindolin-1-one OC1CN(C1)CC1=CC(=C2CN(C(C2=C1)=O)C1=CC(=CC=C1)[C@@H](CC1=NN=CN1C)C)C(F)(F)F